COC(=O)C1=C(C=NC=C1)NC[C@H]1CCOC2=C1C=CC(=C2)C2=C(C=CC=C2)C 3-({[(4S)-7-(2-methylphenyl)-3,4-dihydro-2H-1-benzopyran-4-yl]methyl}amino)pyridine-4-carboxylic acid methyl ester